C1(=CC=CC=C1)C(CCCC)CCCCCC 5-phenyl-undecane